C1(=CC=CC=C1)N(C#N)C1=CC=CC=C1 N,N-diphenylcyanamide